2,2'-Methylene-bis-(6-(2H-benzotriazol-2-yl)-4-(1,1,3,3-tetramethylbutyl)phenol) C(C1=C(C(=CC(=C1)C(CC(C)(C)C)(C)C)N1N=C2C(=N1)C=CC=C2)O)C2=C(C(=CC(=C2)C(CC(C)(C)C)(C)C)N2N=C1C(=N2)C=CC=C1)O